FC(C=O)(C1=CC=C(C=C1)F)F 2,2-difluoro-2-(4-fluorophenyl)acetaldehyde